(methyl-d3)piperazine-1-carboxylic acid C([2H])([2H])([2H])C1N(CCNC1)C(=O)O